P(=O)(OC(C)C)(OC(C)C)O di-isopropyl hydrogen phosphate